5-(3-hydroxyazetidin-1-yl)-2H-pyrazolo[3,4-b]pyridin OC1CN(C1)C1=CC=2C(N=C1)=NNC2